N1=C(C=CC=C1)N PYRIDYLAMIN